5-((1-isopropyl-3-(4-(trifluoromethoxy)phenyl)ureido)methyl)pyrazolo[1,5-a]pyridine-3-carboxamide C(C)(C)N(C(=O)NC1=CC=C(C=C1)OC(F)(F)F)CC1=CC=2N(C=C1)N=CC2C(=O)N